BrC1=C(C#N)C=C(C=C1)C(F)F 2-bromo-5-(difluoromethyl)benzonitrile